CN(S(=O)(=O)C=1C=CC(=C(C1)C1=CC2=NC=C(C=C2N1C(=O)OC(C)(C)C)OC)N1CCCC1)C tert-butyl 2-(5-(N,N-dimethylsulfamoyl)-2-(pyrrolidin-1-yl)phenyl)-6-methoxy-1H-pyrrolo[3,2-b]pyridine-1-carboxylate